ClC1=NC=C2C(=N1)N(N=C2)C2CCC(CC2)OC 6-chloro-1-((1s,4s)-4-methoxycyclohexyl)-1H-pyrazolo[3,4-d]pyrimidine